3-(4-(9-(Piperazin-1-ylmethyl)-3-azaspiro[5.5]undecan-3-carbonyl)phenyl)piperidine-2,6-dione N1(CCNCC1)CC1CCC2(CCN(CC2)C(=O)C2=CC=C(C=C2)C2C(NC(CC2)=O)=O)CC1